N4-(2-(2-(2-aminoethoxy)ethoxy)ethyl)-2-methyl-N1-(5-methylthiazol-2-yl)terephthalamide NCCOCCOCCNC(C1=CC(=C(C(=O)NC=2SC(=CN2)C)C=C1)C)=O